[Se].NCCCC(=O)O gamma-aminobutyric acid selenium